hexadecyltrimethylammonium bromide [Br-].C(CCCCCCCCCCCCCCC)[N+](C)(C)C